F[C@@H](C(=O)NC=1N=CC2=C(N=CC(=C2C1)C1=NN2C(C=CC(=C2)N2CCOCC2)=N1)NC)C (R)-2-fluoro-N-(8-(methylamino)-5-(6-morpholino-[1,2,4]triazolo[1,5-a]pyridin-2-yl)-2,7-naphthyridin-3-yl)propionamide